Propionic acid (2,3,5,6-tetrafluorophenyl) ester FC1=C(C(=C(C=C1F)F)F)OC(CC)=O